N(CCO)CCO.S(=O)(=O)(OCCCCCCCCCCCC)O dodecyl sulfate diethanolamine salt